CC1=NC=2N(C(=C1CC1=CC=C(C=C1)S(=O)(C)=N)C)N=CN2 (4-((5,7-dimethyl-[1,2,4]triazolo[1,5-a]pyrimidin-6-yl)methyl)phenyl)(imino)(methyl)-λ6-sulfanone